4-((2,6-difluoro-4-(2-methylpyridin-4-yl)benzyl)oxy)phenyl sulfurofluoridate S(OC1=CC=C(C=C1)OCC1=C(C=C(C=C1F)C1=CC(=NC=C1)C)F)(=O)(=O)F